N-(3-(N-methylcyanamido)propyl)-5-(4-(trifluoromethyl)phenyl)-2-naphthamide CN(C#N)CCCNC(=O)C1=CC2=CC=CC(=C2C=C1)C1=CC=C(C=C1)C(F)(F)F